N1=CC=C(C=C1)C(CN(C)CCC1=CC(=C(C=C1)Cl)Cl)O 1-(4-pyridyl)-2-(N-(2-(3,4-dichlorophenyl)ethyl)-N-methylamino)ethanol